6-methyl-5-(methylsulfonyl)-N-((2-phenyl-1,6-naphthyridin-7-yl)methyl)nicotinamide CC1=NC=C(C(=O)NCC2=NC=C3C=CC(=NC3=C2)C2=CC=CC=C2)C=C1S(=O)(=O)C